ClC1=C(C(=NC=N1)NCC1=CC=C(C=C1)OC)[N+](=O)[O-] 6-chloro-N-(4-methoxybenzyl)-5-nitropyrimidin-4-amine